N-Fmoc-L-glutamic acid C(=O)(OCC1C2=CC=CC=C2C2=CC=CC=C12)N[C@@H](CCC(=O)O)C(=O)O